O=C1N(CCC2=CC=CC=C12)CC=1C=NC=CC1 1-oxo-2-(pyridin-3-ylmethyl)-1,2,3,4-tetrahydroisoquinoline